2-{[(3S)-3-methylpiperidin-1-yl]methyl}-4-(trifluoromethyl)-6,7-dihydro-5H-pyrrolo[4,3-b]pyridin-7-one C[C@@H]1CN(CCC1)CC1=CC(=C2C(=N1)C(NC2)=O)C(F)(F)F